(6-(p-tolyl)naphthalen-2-yl)methanol C1(=CC=C(C=C1)C=1C=C2C=CC(=CC2=CC1)CO)C